L-1-aminobromophenyl-pyridinium N[N+]1=C(C(=CC=C1)Br)C1=CC=CC=C1